3,4-dimethoxybenzylcarbonate COC=1C=C(COC([O-])=O)C=CC1OC